CC1(OB(OC1(C)C)C1=CC=C(C=C1)C=1OC2=NC=CC=C2N1)C 2-[4-(4,4,5,5-tetramethyl-1,3,2-dioxaborolan-2-yl)phenyl]oxazolo[5,4-b]pyridine